BrC=1C=NC=C(C1N)OC1CCC1 3-bromo-5-cyclobutoxypyridin-4-amine